C(C)(=O)C1=NN(C2=CC=C(C=C12)C=1C=NC(=NC1)C)CC(=O)N1[C@@H](C[C@H](C1)F)C=1OC(=NN1)CCCC(F)(F)F 2-(3-acetyl-5-(2-methylpyrimidin-5-yl)-1H-indazol-1-yl)-1-((2S,4R)-4-fluoro-2-(5-(4,4,4-trifluorobutyl)-1,3,4-oxadiazol-2-yl)pyrrolidin-1-yl)ethan-1-one